BrC1=C2CN(C(C2=CC=C1CNC=1C=CC=C2CN(C(C12)=O)C(C(=O)NC=1SC=CN1)C1=C(C=CC(=C1)F)O)=O)C1C(NC(CC1)=O)=O 2-(7-(((4-bromo-2-(2,6-dioxopiperidin-3-yl)-1-oxoisoindoline-5-yl)methyl)amino)-1-Oxoisoindolin-2-yl)-2-(5-fluoro-2-hydroxyphenyl)-N-(thiazol-2-yl)acetamide